(3Z)-1-iodo-12,12-dimethoxy-3-dodecene ICC\C=C/CCCCCCCC(OC)OC